C(#N)C1=CC(=NC=C1[N+](=O)[O-])N[C@@H]1CN(CC[C@@H]1O)C(=O)OC(C)(C)C tert-butyl (3R,4S)-3-((4-cyano-5-nitropyridin-2-yl)amino)-4-hydroxypiperidine-1-carboxylate